diethoxy-benzidine C(C)ONC1=CC=C(C2=CC=C(NOCC)C=C2)C=C1